1-(3-((2-((2-ethyl-4-(4-methylpiperazin-1-yl)phenyl)amino)-5-(trifluoromethyl)pyrimidin-4-yl)amino)propyl)-4-methyl-1,4-diazepan-2-one C(C)C1=C(C=CC(=C1)N1CCN(CC1)C)NC1=NC=C(C(=N1)NCCCN1C(CN(CCC1)C)=O)C(F)(F)F